NC[C@](O)(C1=CC=C(C=C1)C=1C=NNC1)C1=CC=C(C=C1)Cl (1S)-2-amino-1-(4-chlorophenyl)-1-[4-(1H-pyrazol-4-yl)phenyl]ethanol